tartrate choline salt OCC[N+](C)(C)C.C(=O)([O-])C(O)C(O)C(=O)[O-].OCC[N+](C)(C)C